2-((1r,2r)-1-(2-cyanophenyl)-1-(1,4-dimethyl-1H-pyrazol-5-yl)propan-2-yl)-5-hydroxy-N-(isoxazol-4-yl)-1-methyl-6-oxo-1,6-dihydropyrimidine-4-carboxamide C(#N)C1=C(C=CC=C1)[C@@H]([C@@H](C)C=1N(C(C(=C(N1)C(=O)NC=1C=NOC1)O)=O)C)C1=C(C=NN1C)C